FC1=C(C=CC=C1C(=O)OC)C=1N(C=CC1)C(=O)OC(C)(C)C tert-Butyl 2-(2-fluoro-3-(methoxycarbonyl)phenyl)-1H-pyrrole-1-carboxylate